C1(CC1)C1=C(C=2N(N=C1N1CCC(CC1)OC1=CC3=C(OC(C(O3)([2H])[2H])([2H])[2H])C=C1)C(C=CN2)=O)C 8-cyclopropyl-7-(4-((2,3-dihydrobenzo[b][1,4]dioxin-6-yl-2,2,3,3-d4)oxy)piperidin-1-yl)-9-methyl-4H-pyrimido[1,2-b]pyridazin-4-one